C12CN(CC(CC1)N2)C2=NC(=NC1=C(C(=C(C=C21)Cl)C2=CC(=C(C1=CC=CC=C21)F)O)F)OCC2(CC2)CN(C)C 4-(4-(3,8-diazabicyclo[3.2.1]octan-3-yl)-6-chloro-2-((1-((dimethylamino)methyl)cyclopropyl)methoxy)-8-fluoroquinazolin-7-yl)-1-fluoronaphthalen-2-ol